Disodium dodecyl(sulfophenoxy) benzenesulfonate C1(=CC=CC=C1)S(=O)(=O)OOC1=C(C(=CC=C1)CCCCCCCCCCCC)S(=O)(=O)O.[Na].[Na]